methyl (2-(5'-fluoro-1'-(1-(4-oxopentanoyl)piperidine-4-carbonyl)-1H,1'H-[4,6'-biindazol]-1-yl)acetyl)glycylglycinate FC=1C=C2C=NN(C2=CC1C=1C=2C=NN(C2C=CC1)CC(=O)NCC(=O)NCC(=O)OC)C(=O)C1CCN(CC1)C(CCC(C)=O)=O